C1(=CC=CC=C1)C1=NC(=NC(=N1)C1=CC=CC=C1)C1=CC=C(C=C1)C1=NC(=C(N=C1C1=CC=CC=C1)C1=CC=CC=C1)C1=CC=CC=C1 2,4-Diphenyl-6-(4-(3,5,6-triphenylpyrazin-2-yl)phenyl)-1,3,5-triazine